1-(propan-2-yl)-5,6-dihydropyrrolo[3,4-d]imidazol-4(1H)-one CC(C)N1C=NC2=C1CNC2=O